tert-butyl ((2-(bis(4-fluorophenyl)methyl)morpholino)sulfonyl)carbamate FC1=CC=C(C=C1)C(C1OCCN(C1)S(=O)(=O)NC(OC(C)(C)C)=O)C1=CC=C(C=C1)F